C(CCCCCCC)C(C1=CC=C(C=C1)O)CCCCCCCC 4-dioctylmethylphenol